C(C)C(CN1C(=C(C(C2=C(C=C(C=C12)OCC=C)OCC=C)=O)OCC=C)C1=CC(=C(C=C1)OCC=C)OC)CCCC N-(2-ethylhexyl)-2-(3-methoxy-4-(2-propen-1-oxy)-phenyl)-3,5,7-tris-(2-propen-1-oxy)-quinolin-4-one